(S)-1-(3-(methylsulfonyl)phenoxy)-3-((R)-8-(quinolin-6-ylsulfonyl)-1-oxa-8-azaspiro[4.5]decan-3-ylamino)propan-2-ol CS(=O)(=O)C=1C=C(OC[C@H](CN[C@H]2COC3(C2)CCN(CC3)S(=O)(=O)C=3C=C2C=CC=NC2=CC3)O)C=CC1